3-[4-(Piperazine-1-carbonyl)phenyl]-1-sulfamoyl-pyrrole-2-carboxylic acid N1(CCNCC1)C(=O)C1=CC=C(C=C1)C1=C(N(C=C1)S(N)(=O)=O)C(=O)O